1-(3-Methyl-3-((6-((5-methylthiazol-2-yl)amino)-1-propyl-1H-pyrrolo[3,2-c]pyridin-4-yl)oxy)azetidin-1-yl)prop-2-en-1-one CC1(CN(C1)C(C=C)=O)OC1=NC(=CC2=C1C=CN2CCC)NC=2SC(=CN2)C